(S)-N-(2-amino-1-(3-chlorophenyl)ethyl)-1-(2-((4,4-difluorocyclohexyl)amino)-5-methylpyrimidin-4-yl)-1H-imidazole-4-carboxamide NC[C@H](C1=CC(=CC=C1)Cl)NC(=O)C=1N=CN(C1)C1=NC(=NC=C1C)NC1CCC(CC1)(F)F